pyrrolo[3,4-c]pyridine-5-carbonitrile C=1N=CC2=CN(C=CC21)C#N